tert-butyl (2S,4S)-4-hydroxy-2-(((3R,5R)-1-isobutyryl-5-((4-((4-(morpholinomethyl)phenyl)ethynyl)benzyl)carbamoyl)pyrrolidin-3-yl)carbamoyl)pyrrolidine-1-carboxylate O[C@H]1C[C@H](N(C1)C(=O)OC(C)(C)C)C(N[C@H]1CN([C@H](C1)C(NCC1=CC=C(C=C1)C#CC1=CC=C(C=C1)CN1CCOCC1)=O)C(C(C)C)=O)=O